C(C)(C)(C)OC(=O)NC1=CN=CC(=N1)C(CCC(=O)OC)(CC)CC methyl 4-[6-(tert-butoxycarbonylamino)pyrazin-2-yl]-4-ethyl-hexanoate